BrC1=CC=CC=2SC(=CC21)C[C@H](C(=O)OC(C)(C)C)[C@@H]2CN(CC2)C(=O)OC(C)(C)C tert-butyl (R)-3-((S)-3-(4-bromobenzo[b]thiophen-2-yl)-1-(tert-butoxy)-1-oxopropan-2-yl)pyrrolidine-1-carboxylate